6-(2,6-difluoro-4-(2-methyl-2H-indazol-5-yl)benzyl)-6,7-dihydro-5H-pyrrolo[3,4-b]pyridin-5-one-7,7-d2 FC1=C(CN2C(C3=NC=CC=C3C2=O)([2H])[2H])C(=CC(=C1)C1=CC2=CN(N=C2C=C1)C)F